Cl.ClC=1C=C(C=C2CCN([C@H](C12)C)C(=O)[C@H]1CN[C@H](CO1)C)C(F)(F)F ((S)-8-chloro-1-methyl-6-(trifluoromethyl)-3,4-dihydroisoquinolin-2(1H)-yl)((2R,5S)-5-methylmorpholin-2-yl)methanone hydrochloride salt